Tert-Butyl (3S)-2'-[6-amino-5-(trifluoromethyl)pyridin-3-yl]-5',6'-dihydrospiro[pyrrolidine-3,4'-pyrrolo[1,2-b]pyrazole]-1-carboxylate NC1=C(C=C(C=N1)C=1C=C2N(N1)CC[C@@]21CN(CC1)C(=O)OC(C)(C)C)C(F)(F)F